4-[6-[3-(dimethylcarbamoyl)-4-hydroxynaphthalen-1-yl]pyridin-3-yl]-3-fluorobenzoic acid methyl ester COC(C1=CC(=C(C=C1)C=1C=NC(=CC1)C1=CC(=C(C2=CC=CC=C12)O)C(N(C)C)=O)F)=O